4-bromo-2-(4-methoxyphenyl)-6-methyl-pyridazin-3-one BrC=1C(N(N=C(C1)C)C1=CC=C(C=C1)OC)=O